5-[3-[3-ethyl-4-[2-(4-methyl-4-piperidinyl)ethoxy]phenyl]-4,4-dimethyl-5-oxo-2-thioxo-imidazolidin-1-yl]-3-(trifluoromethyl)pyridine-2-carbonitrile hydrochloride Cl.C(C)C=1C=C(C=CC1OCCC1(CCNCC1)C)N1C(N(C(C1(C)C)=O)C=1C=C(C(=NC1)C#N)C(F)(F)F)=S